tert-butyl 4-[2-[1-[[1-(2,6-dioxo-3-piperidyl)-3-methyl-2-oxo-benzimidazol-5-yl] methyl]-4-piperidyl]ethyl]piperidine-1-carboxylate O=C1NC(CCC1N1C(N(C2=C1C=CC(=C2)CN2CCC(CC2)CCC2CCN(CC2)C(=O)OC(C)(C)C)C)=O)=O